C(CCC)N1N=C(C(=C1C1=NNC(=N1)C=1C(=C(N2C1C=NC(=C2)C)C(=O)N)F)O)C 8-[3-(2-butyl-4-hydroxy-5-methyl-pyrazol-3-yl)-1H-1,2,4-triazol-5-yl]-7-fluoro-3-methyl-pyrrolo[1,2-a]pyrazine-6-carboxamide